ClC1=C(C=CC2=C(C=CC(=C2)C)S(=O)(=O)O)C=CC=C1.[Te] (E)-tellurium (2-chlorostyryl)4-methylbenzenesulfonic acid